N-(6-Bromo-2-cyclopropyl-imidazo[1,2-a]pyridin-3-yl)-formamide BrC=1C=CC=2N(C1)C(=C(N2)C2CC2)NC=O